1-(4-(5-(5-isobutylpyridin-2-yl)thiazol-2-yl)benzyl)azetidine-3-carboxylic acid C(C(C)C)C=1C=CC(=NC1)C1=CN=C(S1)C1=CC=C(CN2CC(C2)C(=O)O)C=C1